methyl 3-[3-(3-fluorophenyl)-1,2,4-oxadiazol-5-yl]-3-[[2-methyl-5-(trifluoromethyl)pyrazole-3-carbonyl]amino]propanoate FC=1C=C(C=CC1)C1=NOC(=N1)C(CC(=O)OC)NC(=O)C=1N(N=C(C1)C(F)(F)F)C